C(C=C)SC(=O)N1N(C(C(=C1N)C1=C(C=CC=C1)C)=O)C(C)C 1-[(2-propenylthio)carbonyl]-2-(1-methyl-ethyl)-4-(2-methylphenyl)-5-amino-1H-pyrazol-3-one